C(C)C1=CC(=NN1CC(=O)OC(C)(C)C)O tert-Butyl 2-(5-ethyl-3-hydroxy-1H-pyrazol-1-yl)acetate